1,3-benzodioxol-5-ylmethyl 4-[2-(4-fluorophenyl)-4-oxo-1,3-thiazolidin-3-yl]-3-methylbenzoate FC1=CC=C(C=C1)C1SCC(N1C1=C(C=C(C(=O)OCC2=CC3=C(OCO3)C=C2)C=C1)C)=O